2,4-dinitrofluorobenzene C1=CC(=C(C=C1[N+](=O)[O-])[N+](=O)[O-])F